4-(4-ethynylphenyl)morpholine methyl-2-benzyl-7-(naphthalen-1-ylmethyl)-5-oxo-8-(3-(trifluoromethyl)phenyl)-5H-thiazolo[3,2-a]pyridine-3-carboxylate COC(=O)C1=C(SC=2N1C(C=C(C2C2=CC(=CC=C2)C(F)(F)F)CC2=CC=CC1=CC=CC=C21)=O)CC2=CC=CC=C2.C(#C)C2=CC=C(C=C2)N2CCOCC2